BrC1=C(C2=C(NC(N(C2=O)C2=CN=CC3=CC=CC=C23)=O)S1)C 6-bromo-3-(isoquinolin-4-yl)-5-methylthieno[2,3-d]pyrimidine-2,4(1H,3H)-dione